N-(3-(6-(4-methylpiperazin-1-yl)-1H-benzimidazol-2-yl)-1H-pyrazolo[3,4-b]pyridin-5-yl)vinylsulfonamide CN1CCN(CC1)C=1C=CC2=C(NC(=N2)C2=NNC3=NC=C(C=C32)C=CNS(=O)=O)C1